C(C)N1C2=CC=CC=C2C=2C=C(C=CC12)\C=C\C1=CC(=NC=C1)C1=CC=CC=C1 (E)-9-ethyl-3-(2-phenylpyridine-4-yl)vinyl-9H-carbazole